Diisodecyl OctaneDiate C(CCCCCCC(=O)OCCCCCCCC(C)C)(=O)OCCCCCCCC(C)C